(6-(1-(4-fluorophenyl)ethyl)-3-methyl-5-((2-(pyrrolidin-1-yl)ethyl)amino)pyrazin-2-yl)((R)-3-methoxypyrrolidin-1-yl)methanone FC1=CC=C(C=C1)C(C)C1=C(N=C(C(=N1)C(=O)N1C[C@@H](CC1)OC)C)NCCN1CCCC1